C1(C=CCO1)=O Crotonlactone